C(C)(C)(C)OC(=O)NC=1C=CC2=C(NC(=N2)C(F)(F)F)C1C(=O)O 6-((tert-butoxycarbonyl)amino)-2-(trifluoromethyl)-1H-benzo[d]imidazole-7-carboxylic acid